N-(6-(1H-pyrazol-1-yl)-5-(trifluoromethyl)pyridin-3-yl)-1-(4-oxo-4H-pyrido[1,2-a]pyrimidin-9-yl)-5-(trifluoromethyl)-1H-pyrazole-4-carboxamide N1(N=CC=C1)C1=C(C=C(C=N1)NC(=O)C=1C=NN(C1C(F)(F)F)C1=CC=CN2C1=NC=CC2=O)C(F)(F)F